NC1=C(C=C(C(=C1)Cl)SC1CC1)O 2-Amino-4-chloro-5-(cyclopropylsulfanyl)phenol